(5-(2-hydroxyethyl)-4-methylthiazol-2-yl)(2-methylpyrimidin-4-yl)methanone OCCC1=C(N=C(S1)C(=O)C1=NC(=NC=C1)C)C